Methyl O-acetyl-N-(tert-butoxycarbonyl)-L-serinate C(C)(=O)OC[C@H](NC(=O)OC(C)(C)C)C(=O)OC